CC1(C=CC(CC1)N1C(C2=CC=CC=C2C1=O)=O)C 2-(4,4-dimethylcyclohex-2-enyl)isoindoline-1,3-dione